FC(C[C@H]1CN(CC1)C1=CC(=C2C=NC(=NN21)N[C@H]2[C@@H](COCC2)O)F)F (3S,4R)-4-((7-((S)-3-(2,2-difluoroethyl)pyrrolidin-1-yl)-5-fluoropyrrolo[2,1-f][1,2,4]triazin-2-yl)amino)tetrahydro-2H-pyran-3-ol